C1(CC1)S(=O)(=O)N1N=CC(=C1)C1=NC=CC(=N1)C1(NC=C(C(=C1)NC1CCC(CC1)NCCF)C1=NN2C(CCCC2)=C1)N 2-(2-(1-(Cyclopropylsulfonyl)-1H-pyrazol-4-yl)pyrimidin-4-yl)-N4-((1s,4s)-4-((2-fluoroethyl)amino)cyclohexyl)-5-(4,5,6,7-tetrahydropyrazolo[1,5-a]pyridin-2-yl)pyridine-2,4-diamine